[N+](=O)([O-])C1=CC=C(C(=O)O[C@H]2[C@H](CCCC2)N)C=C1 [(1R,2S)-2-aminocyclohexyl] 4-nitrobenzoate